C(C)(=O)O[C@H]1[C@H](O[C@@H]([C@@H]([C@@H]1N1N=NC(=C1)C1=CC(=C(C(=C1)F)F)F)O)CO)CC1=NOC(=C1)C1CCN(CC1)C(C)=O (2R,3R,4S,5R,6R)-2-((5-(1-Acetylpiperidin-4-yl)isoxazol-3-yl)methyl)-5-hydroxy-6-(hydroxymethyl)-4-(4-(3,4,5-trifluorophenyl)-1H-1,2,3-triazol-1-yl)tetrahydro-2H-pyran-3-yl acetat